O1CCN(CC1)C=1C=C(CNC(CSC2=NN=NN2C2=CC=C(C(=O)O)C=C2)=O)C=CC1 4-(5-((2-((3-Morpholinobenzyl)amino)-2-oxoethyl)thio)-1H-tetrazol-1-yl)benzoic acid